CN1C2=C(C=CC(C1)=O)C=C(C=C2)[N+](=O)[O-] 1-methyl-7-nitro-1,2-dihydro-3H-benzo[b]azepin-3-one